C[C@@H]1OC2=C(N(C1)C(=O)C1=NC(=CN=C1)N1N=C(N=C1)C(C)C)C=CC=C2C [(2S)-2,3-dihydro-2,8-dimethyl-4H-1,4-benzoxazin-4-yl][6-[3-(1-methylethyl)-1H-1,2,4-triazol-1-yl]-2-pyrazinyl]methanone